(S)-(3-(2-(3-(1-(4-methyl-4H-1,2,4-triazol-3-ylthio)ethyl)phenyl)-2H-1,2,3-triazol-4-yl)phenyl)methanol CN1C(=NN=C1)S[C@@H](C)C=1C=C(C=CC1)N1N=CC(=N1)C=1C=C(C=CC1)CO